(S)-2-(7-(3-(3,4-difluorophenyl)ureido)dibenzo[b,d]furan-3-sulfonamido)-3-methyl-butanoic acid FC=1C=C(C=CC1F)NC(NC1=CC2=C(C3=C(O2)C=C(C=C3)S(=O)(=O)N[C@H](C(=O)O)C(C)C)C=C1)=O